FC1=CC=C(C=C1)NS(=O)(=O)N N-(4-fluorophenyl)sulfonyl-diamine